O1[C@@H](COCC1)COC1=NC(N2C(C3=CC=C(C=C3CC2)C#CCCO)=C1)=O 2-((S)-1-[1,4]Dioxan-2-ylmethoxy)-9-(4-hydroxy-but-1-ynyl)-6,7-dihydro-pyrimido[6,1-a]isoquinolin-4-one